2-(4-aminopiperidin-1-yl)-N-{[2-(3-aminopyrazol-1-yl)phenyl]methyl}-9-isopropylpurin-6-amine formic acid salt C(=O)O.NC1CCN(CC1)C1=NC(=C2N=CN(C2=N1)C(C)C)NCC1=C(C=CC=C1)N1N=C(C=C1)N